3-(tert-Butoxycarbonyl)-3-azaspiro[5.5]undecane-9-carboxylic acid C(C)(C)(C)OC(=O)N1CCC2(CC1)CCC(CC2)C(=O)O